Cis-2-phenylchromane-3,5,7-triol C1(=CC=CC=C1)[C@@H]1OC=2C=C(C=C(C2C[C@@H]1O)O)O